C(#C)C=1C2=CC=CC=C2C=2C=CC=CC2C1 9-ETHYNYL-PHENANTHRENE